1-anthryl-phenol C1(=CC=CC2=CC3=CC=CC=C3C=C12)C1=C(C=CC=C1)O